1-(4-(3-(3,4-dichlorophenyl)-1,2,4-oxadiazol-5-yl)piperidin-1-yl)-2-(5-methylpyrimidin-4-yl)ethan-1-one ClC=1C=C(C=CC1Cl)C1=NOC(=N1)C1CCN(CC1)C(CC1=NC=NC=C1C)=O